N-butyl-2,2,6,6-tetramethyl-4-piperidylamine C(CCC)NC1CC(NC(C1)(C)C)(C)C